2-(4-methylphenyl)-2-dimethylamino-1-(4-morpholinylphenyl)-1-butanone CC1=CC=C(C=C1)C(C(=O)C1=CC=C(C=C1)N1CCOCC1)(CC)N(C)C